methyl 3-(3-(4-amino-7-((2-(trimethylsilyl)ethoxy)methyl)-7H-pyrrolo[2,3-d]pyrimidin-6-yl)-6-chloropyridin-2-yl)propanoate NC=1C2=C(N=CN1)N(C(=C2)C=2C(=NC(=CC2)Cl)CCC(=O)OC)COCC[Si](C)(C)C